3-(((S)-oxetan-2-yl)methyl)-3H-imidazo[4,5-b]Pyridine-5-carboxylic acid tromethamine salt NC(CO)(CO)CO.O1[C@@H](CC1)CN1C=NC=2C1=NC(=CC2)C(=O)O